N-(4-methoxyphenyl)-3,5-dinitropyrazole COC1=CC=C(C=C1)N1N=C(C=C1[N+](=O)[O-])[N+](=O)[O-]